4-(4-chloro-1,2,5-thiadiazol-3-yl)morpholine ClC=1C(=NSN1)N1CCOCC1